(2-formyl-5,6,7,8-tetrahydroimidazo[1,2-a]pyridin-7-yl)carbamic acid tert-butyl ester C(C)(C)(C)OC(NC1CC=2N(CC1)C=C(N2)C=O)=O